ClC1=NC=C(C(=N1)NCCCN1C(CCCC1)=O)C1CC1 1-(3-((2-chloro-5-cyclopropylpyrimidin-4-yl)amino)propyl)piperidin-2-one